C1(CCCCC1)CN1C(=NOC1)CC1=NC=CC=C1 4-(cyclohexylmethyl)-3-(pyridin-2-ylmethyl)-4,5-dihydro-1,2,4-oxadiazol